3-(benzo[d][1,3]dioxol-5-yl)-2-propanal O1COC2=C1C=CC(=C2)CC(C)=O